S1(C=CC=C1)(=N)=O thiophen-1-imine 1-oxide